(R)-methyl (5-((2-amino-2-(fluoromethyl)-4-methylpentyl)oxy)-4-(difluoromethyl)-[2,4'-bipyridin]-2'-yl)carbamate N[C@@](COC=1C(=CC(=NC1)C1=CC(=NC=C1)NC(OC)=O)C(F)F)(CC(C)C)CF